BrC1=C(C=C(C(=C1)Br)OC)S(=O)(=O)NC(CC)(CCCC)CNC1=CC=CC=C1 2,4-dibromo-5-methoxy-N-(3-((phenylamino)methyl)heptan-3-yl)benzene-sulfonamide